N-(3-chloro-5-(methylsulfonamido)phenyl)-4-(5-ethoxypyridin-2-yl)-5-methylthiophene-2-carboxamide ClC=1C=C(C=C(C1)NS(=O)(=O)C)NC(=O)C=1SC(=C(C1)C1=NC=C(C=C1)OCC)C